C(#N)C=1C=C(C=C(C(=O)NC)C1)C 5-cyano-3-methyl-N-methylbenzamide